13-chloro-5-(difluoromethoxy)-19,21-difluoro-14-methoxy-16,16-dioxo-9-oxa-16λ6-thia-4,17-diazatetracyclo[16.3.1.111,15.02,7]tricosa-1(21),2(7),3,5,11,13,15(23),18(22),19-nonaen-10-one ClC=1C=C2C(OCC=3C=C(N=CC3C3=C(C=C(C(NS(C(C1OC)=C2)(=O)=O)=C3)F)F)OC(F)F)=O